5-bromo-11,12-diphenylindolo[2,3-a]carbazole BrC1=C2C(=C3N(C4=CC=CC=C4C3=C1)C1=CC=CC=C1)N(C=1C=CC=CC12)C1=CC=CC=C1